2-cyclobutyl-N-{5-[6-(3-methoxy-4-{[2-(pyrazin-2-yl)ethyl]oxy}phenyl)pyrazin-2-yl]thiophen-3-yl}acetamide C1(CCC1)CC(=O)NC1=CSC(=C1)C1=NC(=CN=C1)C1=CC(=C(C=C1)OCCC1=NC=CN=C1)OC